2-(3-fluoro-2-methoxyphenyl)-2-((tetrahydro-2H-pyran-4-yl)oxy)ethanol FC=1C(=C(C=CC1)C(CO)OC1CCOCC1)OC